5-Amino-3-[5-(1-[[5-(3,3-difluoro-2-methylbutan-2-yl)-1,2-oxazol-3-yl]carbamoyl]ethyl)pyridin-2-yl]-1-isopropylpyrazole-4-carboxamide NC1=C(C(=NN1C(C)C)C1=NC=C(C=C1)C(C)C(NC1=NOC(=C1)C(C)(C(C)(F)F)C)=O)C(=O)N